CC=1N(C(C2=C(N1)C(=NC(=N2)OC[C@H]2N(CCC2)C)N2CCNCC2)=O)C2=CC=CC1=CC=CC(=C21)C (S)-2-methyl-3-(8-methylnaphthalen-1-yl)-6-((1-methylpyrrolidin-2-yl)methoxy)-8-(piperazin-1-yl)pyrimido[5,4-d]Pyrimidin-4(3H)-one